ClC=1C=C(OC2CCC(CC2)N2NC=CC=C2N2CCNCC2)C=CC1C#N N-((1r,4r)-4-(3-chloro-4-cyanophenoxy)cyclohexyl)-6-(piperazin-1-yl)pyridazine